ClC1=C(C=C(C=C1)NC(=O)N1C2CCCC1C2)C=2OC(=C(N2)C)F N-(4-chloro-3-(5-fluoro-4-methyloxazol-2-yl)phenyl)-6-azabicyclo[3.1.1]heptane-6-carboxamide